(S)-N-(4-Cyanobenzyl)-1-methyl-7-oxo-6-((1-((tetrahydrofuran-3-yl)sulfonyl)cyclopropyl)methyl)-4,5,6,7-tetrahydro-1H-pyrazolo[3,4-c]pyridine-3-carboxamide C(#N)C1=CC=C(CNC(=O)C2=NN(C=3C(N(CCC32)CC3(CC3)S(=O)(=O)[C@@H]3COCC3)=O)C)C=C1